5-(2-Isopropyl-4,5-dimethoxy-benzyl)-N2-(2-methoxy-phenyl)-pyrimidine-2,4-diamine C(C)(C)C1=C(CC=2C(=NC(=NC2)NC2=C(C=CC=C2)OC)N)C=C(C(=C1)OC)OC